C1(=C(C=CC2=CC=CC=C12)OC1=C(C(=O)O)C=CC=C1)C1=C(C=CC2=CC=CC=C12)OC1=C(C(=O)O)C=CC=C1 2,2'-{[1,1'-binaphthalene]-2,2'-diylbis(oxy)}dibenzoic acid